COC1=CC=CC(=N1)CN1CCC(CC1)CCNC(=O)C1CCN(CC1)C1=CC=C(C=C1)OC(F)(F)F N-(2-{1-[(6-methoxypyridin-2-yl)methyl]piperidin-4-yl}ethyl)-1-[4-(trifluoromethoxy)phenyl]piperidine-4-carboxamide